5-amino-1-phenyl-pyrazole-4-sulfonic acid NC1=C(C=NN1C1=CC=CC=C1)S(=O)(=O)O